2-aminopropionamide NC(C(=O)N)C